3-(N-(2-(5-fluorothiophen-2-yl)-5-(methylsulfonyl)phenyl)sulfamoyl)-4-methoxybenzoic acid FC1=CC=C(S1)C1=C(C=C(C=C1)S(=O)(=O)C)NS(=O)(=O)C=1C=C(C(=O)O)C=CC1OC